O(P(OC1=C(C=CC=C1C(C)(C)C)C(C)(C)C)OP([O-])[O-])C1=C(C=CC=C1C(C)(C)C)C(C)(C)C bis(2,6-di-tert-butylphenyl) diphosphite